O[C@@H](CNC(C)C1=CNC(C2=CC=CC=C12)=O)C 4-(1-(((R)-2-hydroxypropyl)amino)ethyl)isoquinolin-1(2H)-one